((S)-3-(3,5-difluorophenyl)isoxazolidin-2-yl)((3R,4S)-3-fluoro-1-(1,3,4-oxadiazol-2-yl)piperidin-4-yl)methanone FC=1C=C(C=C(C1)F)[C@H]1N(OCC1)C(=O)[C@H]1[C@H](CN(CC1)C=1OC=NN1)F